C(C)OC(=O)C=1OC2=C(C1C)C=C(C=C2)S(N(CCC2=CC=CC=C2)CC2=C(C=CC=C2)N2CCN(CC2)C(C)=O)(=O)=O 3-Methyl-5-(N-(2-(4-acetylpiperazin-1-yl)benzyl)-N-phenethylsulfamoyl)benzofuran-2-carboxylic acid ethyl ester